C(C)B(CC)CC tri-ethyl-borane